(6-(6-(3-cyclopropyl-1H-1,2,4-triazol-1-yl)-2-azaspiro[3.3]heptane-2-carbonyl)-2,6-diazaspiro[3.3]heptane-2-yl)(4-fluoro-2-(trifluoromethyl)phenyl)methanone C1(CC1)C1=NN(C=N1)C1CC2(CN(C2)C(=O)N2CC3(CN(C3)C(=O)C3=C(C=C(C=C3)F)C(F)(F)F)C2)C1